O1C=C(C2=C1C=CC=C2)C[C@H](NC(C(N2CC(CCC2)(F)F)=O)=O)B(O)O (R)-(2-(benzofuran-3-yl)-1-(2-oxo-2-(3,3-difluoropiperidin-1-yl)acetamido)ethyl)boronic acid